C(C)(C)(C)N(C(O)=O)[C@@H](C)CCC#CC1=NC=CC(=C1)Br.C[Si](C1C2=CC=CC=C2C=2C=CC=CC12)(C)C 9-(trimethylsilyl)fluorene tert-butyl-(S)-(6-(4-bromopyridin-2-yl)hex-5-yn-2-yl)carbamate